(R)-2-(6-(2-(2-bromo-5-(trifluoromethoxy)benzyl)-2H-tetrazol-5-yl)pyridin-2-yl)-2-hydroxypropane-1-sulfonamide BrC1=C(CN2N=C(N=N2)C2=CC=CC(=N2)[C@@](CS(=O)(=O)N)(C)O)C=C(C=C1)OC(F)(F)F